CS(=O)(=O)NC=1C=C(C=CC1)NC(=O)C1=CC(=CS1)C=1C=C(C=CC1)NC(OC(C)(C)C)=O tert-butyl (3-(5-((3-(methylsulfonamido)phenyl)carbamoyl)thiophen-3-yl)phenyl)carbamate